CC1(C2CC([C@]1(CC2)CS(=O)(=O)O)=O)C.C[C@@H]2NCC2 (2S)-2-methylazetidine [(1R,2S)-7,7-dimethyl-2-oxo-norbornan-1-yl]methanesulfonate